racemic-1-indanol [C@H]1(CCC2=CC=CC=C12)O |r|